2,2'-diazene-1,2-diylbis(2-methylpropanenitrile) N(=NC(C#N)(C)C)C(C#N)(C)C